1-[2-[2-(difluoromethoxy)-5-methyl-4-pyridyl]-6-[5-[(6-methylpyridazin-3-yl)amino]benzimidazol-1-yl]-3-pyridyl]ethanol FC(OC1=NC=C(C(=C1)C1=NC(=CC=C1C(C)O)N1C=NC2=C1C=CC(=C2)NC=2N=NC(=CC2)C)C)F